3-((4-hydroxypiperidin-4-yl)methyl)-7-(1-oxo-2,3-dihydro-1H-inden-5-yl)thieno[3,4-d]pyrimidin-4(3H)-one OC1(CCNCC1)CN1C=NC=2C(C1=O)=CSC2C=2C=C1CCC(C1=CC2)=O